C(C)(C)(C)OC(NCC=1SC(=CC1)[Sn](CCCC)(CCCC)CCCC)=O ((5-(tributylstannyl)thiophen-2-yl)methyl)carbamic acid tert-butyl ester